2-(4-{2-[(R)-2-(difluoromethyl)-1-azetidinyl]-6-(difluoromethyl)-5-methyl-4-pyrimidinyl}-1-pyrazolyl)-1-(1-piperazinyl)-1-ethanone FC([C@@H]1N(CC1)C1=NC(=C(C(=N1)C=1C=NN(C1)CC(=O)N1CCNCC1)C)C(F)F)F